Tert-butyl 3-((1-(5-(methoxycarbonyl)pyrimidin-2-yl)cyclopropyl)(methyl)carbamoyl)-6,7-dihydroisoxazolo[4,5-c]pyridine-5(4H)-carboxylate COC(=O)C=1C=NC(=NC1)C1(CC1)N(C(=O)C1=NOC2=C1CN(CC2)C(=O)OC(C)(C)C)C